Cl.NCC(COC1N(C(C=2C=NC=CC21)=O)C2CC2)=CF (2-(aminomethyl)-3-fluoroallyloxy)-2-cyclopropyl-1,2-dihydro-3H-pyrrolo[3,4-c]pyridin-3-one hydrochloride